C(=O)(O)C=1C=C(C=CC1)C1=CC(=C(C=C1)O)C 4-(3-carboxyphenyl)-2-methylphenol